FC1=C(C=CC(=C1)I)NC=1N(C(C(=C2CCN(C(C12)=O)OCCO)C)=O)C 8-((2-fluoro-4-iodophenyl)amino)-2-(2-hydroxyethoxy)-5,7-dimethyl-3,4-dihydro-2,7-naphthyridine-1,6(2H,7H)-dione